NC1=NC(=CC(=N1)C=1C(=C(C#N)C=CC1)C)C=1N=NN(C1)CC=1C=C2N(N1)CC(C2)(F)F 3-(2-amino-6-(1-((5,5-difluoro-5,6-dihydro-4H-pyrrolo[1,2-b]pyrazol-2-yl)methyl)-1H-1,2,3-triazol-4-yl)pyrimidin-4-yl)-2-methylbenzonitrile